2-(3,4-epoxytribromophenyl)ethyl-triethoxysilane silicon germanium [Ge].[Si].BrC1=C(C2=C(C(=C1CC[Si](OCC)(OCC)OCC)Br)O2)Br